6-Cyclobutoxy-4-(4-fluoro-3-(3-(methyl(4-(trifluoromethyl)pyrimidin-2-yl)amino)azetidine-1-carbonyl)benzyl)phthalazin-1(2H)-one C1(CCC1)OC=1C=C2C(=NNC(C2=CC1)=O)CC1=CC(=C(C=C1)F)C(=O)N1CC(C1)N(C1=NC=CC(=N1)C(F)(F)F)C